C(C)(C)(C)OC(CC1CC(C1)C(=O)O)=O 3-(2-(tert-butoxy)-2-oxoethyl)cyclobutanecarboxylic acid